C(CC)N1C=2N(C=3N=C(NC3C1=O)C=1C=NN(C1)CC1=NC=CC=C1)C=CN2 5-Propyl-2-[1-(2-pyridylmethyl)pyrazol-4-yl]-3H-imidazo[2,1-b]purin-4-on